(3S,4S) or (3R,4R)-4-(4-{2-[(3-tert-butyl-1-methyl-1H-pyrazol-5-yl)amino]-6-methylquinazolin-7-yl}piperidin-1-yl)-4-methyloxolan-3-ol C(C)(C)(C)C1=NN(C(=C1)NC1=NC2=CC(=C(C=C2C=N1)C)C1CCN(CC1)[C@@]1([C@@H](COC1)O)C)C |o1:27,28|